5-{6-[2-(5,7-Difluoro-quinolin-6-yl)-ethylamino]-pyrimidin-4-yl}-3-ethoxy-thiophene FC1=C2C=CC=NC2=CC(=C1CCNC1=CC(=NC=N1)C1=CC(=CS1)OCC)F